3-(1-(tert-butyl)-5-(pyrazin-2-ylamino)-1H-pyrazol-3-yl)cyclopentan-1-ol C(C)(C)(C)N1N=C(C=C1NC1=NC=CN=C1)C1CC(CC1)O